(5,7-di(thiophen-2-yl)-2,3-dihydrothieno[3,4-b][1,4]dioxin-2-yl)methanol S1C(=CC=C1)C=1SC(=C2OC(COC21)CO)C=2SC=CC2